C1(CC1)[C@@H](C1=CC2=C(NC(=N2)[C@H](CC(C(F)(F)F)(C)C)NC(=O)C2=NON=C2C)C=C1)NC(CCC(F)(F)F)=O |o1:3,11| N-((S*)-1-(5-((S*)-Cyclopropyl(4,4,4-trifluorobutanamido)methyl)-1H-benzo[d]imidazol-2-yl)-4,4,4-trifluoro-3,3-dimethylbutyl)-4-methyl-1,2,5-oxadiazole-3-carboxamide